FC1=CC(=C(C=C1)N1CN(C(C2=CC(=CC=C12)C(F)(F)F)=O)C1C(NC(CC1)=O)=O)C 3-(1-(4-fluoro-2-methylphenyl)-4-oxo-6-(trifluoromethyl)-1,4-dihydroquinazolin-3(2H)-yl)piperidine-2,6-dione